(9-bromo-8-methoxy-6-methyl-4-oxo-4,5-dihydrothiazolo[5,4-c]quinolin-2-yl)carbamic acid tert-butyl ester C(C)(C)(C)OC(NC=1SC=2C(NC=3C(=CC(=C(C3C2N1)Br)OC)C)=O)=O